C(C)(=O)N1C2COC(C1)(C2)C(=O)N2C(CC(C2)F)C(=O)NC(C2=CC=C(C=C2)C(C)C)C2=CC=CC=C2 1-{5-acetyl-2-oxa-5-azabicyclo[2.2.1]heptane-1-carbonyl}-4-fluoro-N-{phenyl-[4-(prop-2-yl)phenyl]methyl}pyrrolidine-2-carboxamide